(S)-5-(5,5-difluoro-4-hydroxy-3-(trifluoromethyl)-4,5,6,7-tetrahydro-1H-indol-1-yl)-2-fluorobenzonitrile FC1([C@H](C=2C(=CN(C2CC1)C=1C=CC(=C(C#N)C1)F)C(F)(F)F)O)F